3-((3-(2-aminopyrimidin-5-yl)-5-morpholinophenyl)sulfonyl)azetidine NC1=NC=C(C=N1)C=1C=C(C=C(C1)N1CCOCC1)S(=O)(=O)C1CNC1